ClC1=C2CCN([C@@H](C2=C(C=C1)OCC=1N=CSC1C)CN1CC2(CC2)CC1=O)C(=O)[C@H]1[C@H](CCCC1)C (1S,2R)-2-((S)-5-Chloro-8-((5-methylthiazol-4-yl)methoxy)-1-((6-oxo-5-azaspiro[2.4]heptan-5-yl)methyl)-1,2,3,4-tetrahydroisochinolin-2-carbonyl)-1-methylcyclohexan